N1(C=NC=C1)C=1N(C2=CC=C(C=C2C1)N1C(NC2=C(C1=O)C1=C(S2)CCCCC1)=O)C 3-(2-(1H-imidazol-1-yl)-1-methyl-1H-indol-5-yl)-1,5,6,7,8,9-hexahydro-2H-cyclohepta[4,5]thieno[2,3-d]pyrimidine-2,4(3H)-dione